OC1C(CCCC1)OC=1C=C2CN(C(C2=CC1)=O)C1C(N(C(CC1)=O)COCC[Si](C)(C)C)=O 3-(5-((2-hydroxycyclohexyl)oxy)-1-oxoisoindolin-2-yl)-1-((2-(trimethylsilyl)ethoxy)methyl)piperidine-2,6-dione